COC1=CC=C(CN(S(=O)(=O)[C@H](C(=O)OC)C[C@@H]2OCCC2)CC2=CC=C(C=C2)OC)C=C1 (S)-METHYL 2-(N,N-BIS(4-METHOXYBENZYL)SULFAMOYL)-3-((R)-TETRAHYDROFURAN-2-YL)PROPANOATE